BrC1=C2C=C3N(C2=C(C(=C1)Cl)Cl)CCCC3=O 1-bromo-3,4-dichloro-7,8-dihydro-6H-pyrido[1,2-a]indol-9-one